5-benzoyl-2,3-dihydro-1H-pyrrolopyrrolidine-1-formic acid C(C1=CC=CC=C1)(=O)C1NC2=C(C1)N(CC2)C(=O)O